ClC1=CC=C(C=C1)C(CNC(=O)C1=NC(=NC=C1OC1=CC(=CC=C1)C(F)(F)F)C)(F)F N-[2-(4-chlorophenyl)-2,2-difluoroethyl]-2-methyl-5-[3-(trifluoro-methyl)phenoxy]pyrimidine-4-carboxamide